3-(2-amino-[1,2,4]triazolo[1,5-a]pyridin-7-yl)-N-(4-(4-chlorophenyl)-1-fluoro-4-hydroxybut-2-yl)-2-fluoro-6-methylbenzamide NC1=NN2C(C=C(C=C2)C=2C(=C(C(=O)NC(CF)CC(O)C3=CC=C(C=C3)Cl)C(=CC2)C)F)=N1